9-hydroxy-12-(thiophen-3-yl)-4-thia-2,12-diazatricyclo[7.3.0.03,7]dodeca-1,3(7),5-trien-8-one OC12C(C=3C=CSC3N=C2N(CC1)C1=CSC=C1)=O